(S)-3-(3-acrylamidobenzamido)-N-(2-(dimethylamino)-1-phenylethyl)-6,6-dimethyl-4,6-dihydropyrrolo[3,4-c]pyrazole-5(1H)-carboxamide C(C=C)(=O)NC=1C=C(C(=O)NC=2C3=C(NN2)C(N(C3)C(=O)N[C@H](CN(C)C)C3=CC=CC=C3)(C)C)C=CC1